C1(CC1)COC(C=1C=C(C=CC1)NC(=O)C1=CC(=NN1)C(F)(F)F)C1=NC=CC=C1 N-(3-((cyclopropylmethoxy)(pyridin-2-yl)methyl)phenyl)-3-(trifluoromethyl)-1H-pyrazole-5-carboxamide